6-(2-(4-[(4-fluorophenyl)phenylmethylene]-1-piperidinyl)ethyl)-7-methyl-5H-thiazolo[3,2-a]pyrimidin-5-one FC1=CC=C(C=C1)C(=C1CCN(CC1)CCC1=C(N=C2N(C1=O)C=CS2)C)C2=CC=CC=C2